C(C)(=O)SCC1[C@H]2CN(C[C@@H]12)C(=O)OC(C)(C)C tert-butyl (1R,5S,6r)-6-((acetylthio)methyl)-3-azabicyclo[3.1.0]hexane-3-carboxylate